2,2-bis(3-amino-4-hydroxyphenyl)propanediamine NC=1C=C(C=CC1O)C(C(N)N)(C)C1=CC(=C(C=C1)O)N